o-dichlorobenzyl alcohol ClC1(CO)C(C=CC=C1)Cl